C1(CCCC1)N1C=2N=C(NC(C2N=C1)=O)CC1=C(C=CC=C1)OCCCN1CCOCC1 9-cyclopentyl-2-[2-(3-morpholin-4-yl-propoxy)-benzyl]-1,9-dihydro-purin-6-one